6-(aminomethyl)-2-(3-(3,3-difluoro-1-((4-methyl-4H-1,2,4-triazol-3-yl)methyl)cyclobutyl)phenyl)-4-(trifluoromethyl)isoindolin-1-one NCC1=CC(=C2CN(C(C2=C1)=O)C1=CC(=CC=C1)C1(CC(C1)(F)F)CC1=NN=CN1C)C(F)(F)F